(6S,10R,13S,E)-6-(hydroxymethyl)-10,13-dimethyl-3-(5-(methylamino)pentylidene)dodecahydro-1H-cyclopenta[a]phenanthrene-7,17(2H,8H)-dione OC[C@@H]1C2C/C(/CC[C@@]2(C2CC[C@@]3(C(CCC3C2C1=O)=O)C)C)=C/CCCCNC